(2S)-2-amino-3-((1-(6-nitrobenzo[d][1,3]dioxol-5-yl)ethyl)amino)propionic acid N[C@H](C(=O)O)CNC(C)C1=CC2=C(OCO2)C=C1[N+](=O)[O-]